3-tert-butylbenzene C(C)(C)(C)C=1C=CC=CC1